C(CCCCCCCCC)(=O)[O-].C(CCCCCCCCC)(=O)[O-].[Ca+2] calcium didecanoate